ClC1=NC=2C(C(CCC2C(=N1)Cl)(C)C)[2H] 2,4-dichloro-7,7-dimethyl-5,6,7,8-tetrahydroquinazoline-8-d